C(C(C)C)N1N=C2C(=N1)C=CC=C2Br 2-isobutyl-4-bromobenzotriazole